O=C1C=C(N=C2N1N=C(S2)C2CCN(C1(CC1)C2)C(=O)[O-])OS(=O)(=O)C2=CC=C(C=C2)C 7-[5-oxo-7-(p-tolylsulfonyloxy)-[1,3,4]thiadiazolo[3,2-a]pyrimidin-2-yl]-4-azaspiro[2.5]octane-4-carboxylate